F[C@H]1[C@@H]2CC[C@H](C[C@H]1OC1=CC=C(N=N1)C=1C(=CC(=NC1)C=1C=NN(C1)C)O)N2 5-(6-(((1S,2S,3R,5R)-2-fluoro-8-azabicyclo[3.2.1]oct-3-yl)oxy)pyridazin-3-yl)-2-(1-methyl-1H-pyrazol-4-yl)pyridin-4-ol